7-chloro-5-{[(1S)-1-phenylethyl]thio}[1,3]thiazolo[4,5-d]pyrimidin-2-amine ClC=1C2=C(N=C(N1)S[C@@H](C)C1=CC=CC=C1)N=C(S2)N